2,6-Diethynylpyridine C(#C)C1=NC(=CC=C1)C#C